FC1=C(C=C2CNC(C2=C1)=O)OC 6-fluoro-5-methoxy-2,3-dihydro-1H-isoindol-1-one